BrC=1N=C2C(=NC1N1C3CC(CC1CC3)NC(OC(C)(C)C)=O)N(C=C2C2=C(C3=CN(N=C3C=C2)C)Cl)S(N(C)C)(=O)=O tert-Butyl N-[endo-8-[2-bromo-7-(4-chloro-2-methyl-2H-indazol-5-yl)-5-(dimethylsulfamoyl)-5H-pyrrolo[2,3-b]pyrazin-3-yl]-8-azabicyclo[3.2.1]octan-3-yl]carbamate